N-{2-{[2-(dimethylamino)ethyl](methyl)amino}-4-Methoxy-5-{[4-(1-methyl-1H-indol-3-yl)pyrimidin-2-yl]amino}phenyl}prop-2-enamide CN(CCN(C1=C(C=C(C(=C1)OC)NC1=NC=CC(=N1)C1=CN(C2=CC=CC=C12)C)NC(C=C)=O)C)C